1,3,3-trichloro-3-monofluoropropene ClC=CC(F)(Cl)Cl